C(C)(C)OC(=O)N1CC2(C1)CC(C2)[C@H](C(=O)NC2=CC=C(C=C2)Cl)C |o1:13| (R or S)-6-(1-((4-chlorophenyl)amino)-1-oxopropan-2-yl)-2-azaspiro[3.3]heptane-2-carboxylic acid isopropyl ester